6-((R)-3-hydroxypyrrolidin-1-yl)-3-(3-fluoro-2-methylbenzyl)isobenzofuran-1(3H)-one hydrochloride Cl.O[C@H]1CN(CC1)C1=CC=C2C(OC(C2=C1)=O)CC1=C(C(=CC=C1)F)C